C1=CC=C2C(=C1)C=CC=C2Cl chloronaphthalene